N-(cyclopropylmethyl)-7-methoxy-6-[(6-methoxypyridin-3-yl)methoxy]-1H,2H,3H-cyclopenta[b]quinolin-9-amine C1(CC1)CNC1=C2C(=NC=3C=C(C(=CC13)OC)OCC=1C=NC(=CC1)OC)CCC2